P(=O)([O-])([O-])[O-].[Zn+2].[Ti+4].[Fe+2].[Mn+2] manganese iron titanium zinc phosphate